C(C)NC(C(CC[C@@H](C(=O)NC=1C(N(C=CC1)CC(=O)NC1C2CC3CC(CC1C3)C2)=O)NC(=O)C=2N=NNN2)=O)=O (S)-N1-Ethyl-N6-(1-(2-(2-adamantylamino)-2-oxoethyl)-2-oxo-1,2-dihydropyridin-3-yl)-2-oxo-5-(2H-tetrazol-5-carboxamido)hexandiamid